(2R,3R)-2,3-hexanediol C[C@H]([C@@H](CCC)O)O